2,5-difluoro-4-(3-(oxetan-3-yl)-5-(trifluoromethyl)phenoxy)-N-(1,2,4-thiadiazol-5-yl)benzenesulfonamide FC1=C(C=C(C(=C1)OC1=CC(=CC(=C1)C(F)(F)F)C1COC1)F)S(=O)(=O)NC1=NC=NS1